CP(OC1=C2N=CC=NC2=CC=C1NC1=NC(=NC=C1Br)NC=1C(=NC(=C(C1)C=1C=NN(C1)C)N1CCC2(COC2)CC1)OC)(=O)C (6-((5-bromo-2-((2-methoxy-5-(1-methyl-1H-pyrazol-4-yl)-6-(2-oxa-7-azaspiro[3.5]non-7-yl) pyridin-3-yl) amino) pyrimidin-4-yl) amino) quinoxalin-5-yl) dimethylphosphinate